4,6-dimethyloctadecyldecoxymethyl ether CC(CCCC(OCCCCCCCCCC)OC(CCCC(CC(CCCCCCCCCCCC)C)C)OCCCCCCCCCC)CC(CCCCCCCCCCCC)C